C1(CC1)S(=O)(=O)NC=1C=C(C=CC1O)NC(=O)C1=CC=C(C=C1)C1=C(C(=CC=C1)F)F N-(3-(cyclopropanesulfonamido)-4-hydroxyphenyl)-2',3'-difluoro-[1,1'-biphenyl]-4-carboxamide